C(OC(C)Cl)(=O)Cl 1-Chloroethyl carbonchloridate